1-[({4-[(1S,5R)-8-(2-methylpropanoyl)-3,8-diazabicyclo[3.2.1]oct-3-yl]-1-[5-(difluoromethyl)(1,3,4-thiadiazol-2-yl)]-1H-indazol-6-yl}sulfonyl)amino]cyclopropanecarbonitrile CC(C(=O)N1[C@@H]2CN(C[C@H]1CC2)C2=C1C=NN(C1=CC(=C2)S(=O)(=O)NC2(CC2)C#N)C=2SC(=NN2)C(F)F)C